4-bromo-2-chloro-7-methoxy-1-tosyl-1H-pyrrolo[2,3-c]pyridine BrC1=C2C(=C(N=C1)OC)N(C(=C2)Cl)S(=O)(=O)C2=CC=C(C)C=C2